4-chloro-2-(4-methoxybenzyl)-6-(1-(2-oxo-2-(4-(5-(trifluoromethyl)pyrimidin-2-yl)piperazin-1-yl)ethyl)pyrrolidin-2-yl)pyridazin-3(2H)-one ClC=1C(N(N=C(C1)C1N(CCC1)CC(N1CCN(CC1)C1=NC=C(C=N1)C(F)(F)F)=O)CC1=CC=C(C=C1)OC)=O